NC1(CCN(CC1)C=1N=CC(=NC1)SC=1C(=C(C=CC1)NC(=O)NS(=O)(=O)C1=CC=CC=C1)Cl)C N-((3-((5-(4-amino-4-methylpiperidin-1-yl)pyrazin-2-yl)thio)-2-chlorophenyl)carbamoyl)benzenesulfonamide